N1C=NC(=C1)CCNC1=NC2=C(C=CC=C2C(=N1)N[C@H](C)C1CC1)Br (R)-N2-(2-(1H-imidazol-4-yl)ethyl)-8-bromo-N4-(1-cyclopropylethyl)quinazoline-2,4-diamine